triethoxy(3-epoxypropylpropoxy)silane C(C)O[Si](OCC1C(O1)CCC)(OCC)OCC